1-butyl-trimethyl-imidazole C(CCC)N1C(=NC(=C1C)C)C